4-methoxy-5-{[3-(trifluoromethyl)cyclobutyl]Methoxy}pyridine-2-carboxylic acid COC1=CC(=NC=C1OCC1CC(C1)C(F)(F)F)C(=O)O